CC=1C=C(C(=C)C)C=CC1 3-methyl-α-methylstyrene